FC1=C2CCCC(C2=CC(=C1B1OC(C(O1)(C)C)(C)C)F)NC(OC(C)(C)C)=O tert-Butyl 5,7-difluoro-6-(4,4,5,5-tetramethyl-1,3,2-dioxaborolan-2-yl)-1,2,3,4-tetrahydronaphthalen-1-ylcarbamate